(2-methyl-3-oxoisoindolin-4-yl)methyl (4-nitrophenyl) carbonate C(OCC1=C2C(N(CC2=CC=C1)C)=O)(OC1=CC=C(C=C1)[N+](=O)[O-])=O